N[C@@H](C1=C(C=C(C(=C1)Cl)Cl)O)C1CCN(CC1)C(=O)C=1C=NNC1 2-[(R)-amino[1-(1H-pyrazole-4-carbonyl)piperidin-4-yl]methyl]-4,5-dichlorophenol